((1R,4R)-4-(cyclopropylmethoxy)cyclohexyl)-8-(trifluoromethyl)pyrido[4,3-d]pyrimidine C1(CC1)COC1CCC(CC1)C=1N=CC2=C(N1)C(=CN=C2)C(F)(F)F